iron cobalt n-decanol C(CCCCCCCCC)O.[Co].[Fe]